FC(C=1C=C(\C=C/2\C(C=3C=CC(=CC3CC2)NC(CCCCCC(=O)NO)=O)=O)C=C(C1)C(F)(F)F)(F)F (E)-N1-(6-(3,5-bis(trifluoromethyl)benzylidene)-5-oxo-5,6,7,8-tetrahydronaphthalen-2-yl)-N7-hydroxyheptanedioamide